C(C)(C)(C)OC(=O)C1=NC(=CC=C1C1=C(C(=CC=C1)NC12CC3CC(CC(C1)C3)C2)C#N)N2CC3=C(C=CC=C3CC2)C(NC=2SC3=C(N2)C=CC=C3)=O 6-[8-(1,3-benzothiazol-2-ylcarbamoyl)-3,4-dihydroisoquinolin-2(1H)-yl]-3-{2-cyano-3-[tricyclo[3.3.1.13,7]dec-1-ylamino]phenyl}pyridine-2-carboxylic acid tert-butyl ester